ClC=1C(=C(C=CC1F)N(C(=O)[C@H]1N(C(N(C1)CCN1C[C@H](CC1)F)=O)C1=NC(=CC(=C1)C(F)(F)F)C)C)F (S)-N-(3-chloro-2,4-difluorophenyl)-1-(2-((S)-3-fluoropyrrolidin-1-yl)ethyl)-N-methyl-3-(6-methyl-4-(trifluoromethyl)pyridin-2-yl)-2-oxoimidazolidine-4-carboxamide